C(C)(C)(C)OC(=O)N1CC2CCC(C1)N2CC2=C(N=C1N2C=CC=C1)C1=CC=C(C=C1)Cl tert.-Butyl-8-{[2-(4-chlorophenyl)imidazo[1,2-a]pyridin-3-yl]methyl}-3,8-diazabicyclo[3.2.1]octan-3-carboxylat